N-(5-((5-(4-acetylpiperazine-1-carbonyl)-4-methoxy-2-methylphenyl)thio)thiazol-2-yl)-4-(((3-methylbutan-2-yl)amino)methyl)benzamide C(C)(=O)N1CCN(CC1)C(=O)C=1C(=CC(=C(C1)SC1=CN=C(S1)NC(C1=CC=C(C=C1)CNC(C)C(C)C)=O)C)OC